BrCC1=CC=C(C=N1)C=1OC(=NN1)C(F)F 2-[6-(bromomethyl)-3-pyridinyl]-5-(difluoromethyl)-1,3,4-oxadiazol